(R)-1-(4-fluorophenyl)propan-2-ol FC1=CC=C(C=C1)C[C@@H](C)O